CN(CCOC=1C=C(C=CC1OC)NC(=O)N[C@@H](CO)C1=CC=CC=C1)C 1-[3-[2-(dimethylamino)ethoxy]-4-methoxy-phenyl]-3-[(1R)-2-hydroxy-1-phenyl-ethyl]urea